phenethyl 2-(formyloxy)propanoate C(=O)OC(C(=O)OCCC1=CC=CC=C1)C